(1,3,4-thiadiazol-2-yl)phenol hydrochloride Cl.S1C(=NN=C1)C1=C(C=CC=C1)O